ClC=1C=NC(=NC1)N1CCC(CC1)CCCOC1=C(C=C(C=C1)CC(=O)N1CCN(CC1)C[C@@H]([C@H]([C@@H]([C@@H](CO)O)O)O)O)F 2-(4-(3-(1-(5-chloropyrimidin-2-yl)piperidin-4-yl)propoxy)-3-fluorophenyl)-1-(4-((2S,3R,4R,5R)-2,3,4,5,6-pentahydroxyhexyl)piperazin-1-yl)ethan-1-one